methyl (7-((2-aminophenyl)amino)-1-((3-(methylthio)phenyl)amino)-1,7-dioxoheptan-2-yl)carbamate NC1=C(C=CC=C1)NC(CCCCC(C(=O)NC1=CC(=CC=C1)SC)NC(OC)=O)=O